CC1=CN=NC(=C1C)N1CC=2C=C(C=NC2CC1)CCC1=CC=CC=C1 4,5-dimethyl-6-[3-(2-phenylethyl)-7,8-dihydro-5H-1,6-naphthyridin-6-yl]pyridazine